ClC1=CC=C(C(=N1)C=1C=C(C2=C(COB2O)C1)F)NC(C)C=1C=C(C=C2C(C(=C(OC12)N1CCCCC1)C)=O)C 8-[1-[[6-chloro-2-(7-fluoro-1-hydroxy-3H-2,1-benzoxaborol-5-yl)-3-pyridyl]amino]ethyl]-3,6-dimethyl-2-(1-piperidyl)chromen-4-one